NC1=C(C=C(C=C1)S(=O)(=O)C=1C=C(C=CC1)N1C2CN(C2CC1)C=1C=C2CN(C(C2=CC1)=O)C1C(N(C(CC1)=O)COCC[Si](C)(C)C)=O)F 3-(5-{2-[3-(4-Amino-3-fluorobenzenesulfonyl)phenyl]-2,6-diazabicyclo[3.2.0]heptan-6-yl}-1-oxo-3H-isoindol-2-yl)-1-{[2-(trimethylsilyl)ethoxy]methyl}piperidine-2,6-dione